2-([1-(2-Chlorophenyl)-5-(3-cyclopropoxyphenyl)-1H-pyrazol-3-yl]methoxy)-2-methylpropanoic acid ClC1=C(C=CC=C1)N1N=C(C=C1C1=CC(=CC=C1)OC1CC1)COC(C(=O)O)(C)C